C1(=CC=CC=C1)C1(C2=CC=CC=C2C=2C=C(C=CC12)N(C=1C=C(C=C(C1)N(C1=CC=CC=C1)C1=CC=CC=C1)C1=CC=CC=C1)C1=CC=CC=C1)C1=CC=CC=C1 N3-(9,9-diphenyl-9H-fluoren-3-yl)-N3,N5,N5-triphenyl-[1,1'-biphenyl]-3,5-diamine